CC(C#C)(N)C 1,1-dimethylpropyneamine